N[C@@H](COC(C1=CC=C(C=C1)C=1C=C2C(=NC1)NN=C2C(C2=C(C(=C(C=C2)F)NS(=O)(=O)C)F)=O)=O)C(=O)OC [(2S)-2-amino-3-methoxy-3-oxopropyl]4-[3-[2,4-difluoro-3-(methanesulfonamido)benzoyl]-1H-pyrazolo[3,4-b]pyridin-5-yl]benzoate